3-Isopropyl-5-((1-isopropylpiperidin-4-yl)oxy)-2-(2-methylpyridin-4-yl)-1H-indol C(C)(C)C1=C(NC2=CC=C(C=C12)OC1CCN(CC1)C(C)C)C1=CC(=NC=C1)C